3-((benzyloxy)methyl)-3H-diazirine C(C1=CC=CC=C1)OCC1N=N1